calcium 2-(tert-butyl)-2-ethylpropanedioate C(C)(C)(C)C(C(=O)[O-])(C(=O)[O-])CC.[Ca+2]